4-(4-ethynyl-2,6-difluorophenoxy)-2-(trifluoromethyl)pyridine C(#C)C1=CC(=C(OC2=CC(=NC=C2)C(F)(F)F)C(=C1)F)F